FC1=C(C=CC=C1C[C@@H]1N(CC([C@@H]1NS(=O)(=O)C)(F)F)C(C(CC)(C)O)=O)C1=CC(=CC=C1)F N-[(2S,3R)-2-[(2,3'-difluoro[1,1'-biphenyl]-3-yl)methyl]-4,4-difluoro-1-(2-hydroxy-2-methylbutanoyl)pyrrolidin-3-yl]methanesulfonamide